C(CC)OCCN(CCC(C(=O)O)NC(=O)C1=NC=CC=C1C(F)(F)F)CCCCC1=NC=2NCCCC2C=C1 4-[2-propoxyethyl-[4-(5,6,7,8-tetrahydro-1,8-naphthyridin-2-yl)butyl]amino]-2-[[3-(trifluoromethyl)pyridine-2-carbonyl]amino]butanoic acid